CC1=C(OC2=C1C=C(C=C2)S(NCC2=CC=CC1=CC=CC=C21)(=O)=O)C(=O)O 3-methyl-5-(N-(naphthalen-1-ylmethyl)sulfamoyl)benzofuran-2-carboxylic acid